COC1=C2C=C(C(OC2=CC(=C1)OC)=O)C([O-])=S 5,7-dimethoxy-2-oxo-2H-chromene-3-carbothioate